BrC1=NN(C(=C1)C1=CC(=C(C#N)C=C1)F)C1=CC=C(C=C1)N1C2CS(C(C1)C2)(=O)=O 4-(3-Bromo-1-(4-(2,2-dioxido-2-thia-5-azabicyclo[2.2.1]heptan-5-yl)phenyl)-1H-pyrazol-5-yl)-2-fluorobenzonitrile